ClC=1C=C2C(C(N(C2=CC1)C)=O)=NCC(F)(F)F 5-chloro-1-methyl-3-((2,2,2-trifluoroethyl)imino)-1H-indol-2-one